BrC1=C(C=C(C=C1C)NC(C(F)(F)F)=O)C N-(4-bromo-3,5-dimethylphenyl)-2,2,2-trifluoroacetamide